6-(cyclopropylcarbamoyl)-7-hydroxy-4-isobutyl-5-oxo-4,5-dihydropyrazolo[1,5-a]pyrimidin-2-yl-3,6-dihydropyridine-1(2H)-carboxylate C1(CC1)NC(=O)C=1C(N(C=2N(C1O)N=C(C2)OC(=O)N2CCC=CC2)CC(C)C)=O